3-((5-((8-(3-Acrylamidophenyl)quinazolin-2-yl)amino)pyridin-2-yl)amino)azetidine-1-carboxylic acid tert-butyl ester C(C)(C)(C)OC(=O)N1CC(C1)NC1=NC=C(C=C1)NC1=NC2=C(C=CC=C2C=N1)C1=CC(=CC=C1)NC(C=C)=O